[K].C(=CCCCCCC)C1C(=O)OC(C1)=O octenyl-succinic anhydride, potassium salt